6-[2-(2-carbamoyl-2-methylideneethyl)-3-oxo-1H,2H,3H-benzo[e]isoindol-8-yl]-N-(1-methylpiperidin-4-yl)pyridine-2-carboxamide C(N)(=O)C(CN1C(C=2C=CC3=C(C2C1)C=C(C=C3)C3=CC=CC(=N3)C(=O)NC3CCN(CC3)C)=O)=C